(2S)-2-((4R)-4-((3R,6R,7S,10R,13R,17R)-3,6,7-trihydroxy-10,13-dimethylhexadecahydro-1H-cyclopenta[a]phenanthren-17-yl)pentamido)propane-1-sulfonic acid O[C@@H]1CC[C@@]2(C3CC[C@@]4([C@H](CCC4C3[C@@H]([C@@H](C2C1)O)O)[C@@H](CCC(=O)N[C@H](CS(=O)(=O)O)C)C)C)C